ClC=1C(=CC2=C([C@@H](C[C@@H](O2)C(=O)NC23CC(C2)(C3)N3N=CC(=C3)CC3CC(C3)OC(F)(F)F)O)C1)F (2R,4R)-6-chloro-7-fluoro-4-hydroxy-N-[3-(4-{[(1r,3S)-3-(trifluoromethoxy)cyclobutyl]methyl}-1H-pyrazol-1-yl)bicyclo[1.1.1]pentan-1-yl]-3,4-dihydro-2H-1-benzopyran-2-carboxamide